1,1,5,5-tetramethyl-1-methoxyhexane-2,4-dione CC(C(CC(C(C)(C)C)=O)=O)(OC)C